3-((2-bromo-5-methylphenyl)mercapto)-2-oxopropanoic acid BrC1=C(C=C(C=C1)C)SCC(C(=O)O)=O